BrC=1N=C(N2C1C=NC=C2)N2CCOCC2 4-{1-bromoimidazo[1,5-a]pyrazin-3-yl}morpholine